FC=1C=CC(=C(C1)C#C[C@@H](C)O)C1=NC(=NO1)C1=C(C=C(C=C1)C=1N(C=C(N1)C(F)(F)F)C)C (R)-4-(5-fluoro-2-(3-(2-methyl-4-(1-methyl-4-(trifluoromethyl)-1H-imidazol-2-yl)phenyl)-1,2,4-oxadiazol-5-yl)phenyl)but-3-yn-2-ol